ClC1=C(C(=O)NN=CC2=CC=C(C(=O)OC)C=C2)C=C(C=C1)C(F)(F)F methyl 4-((2-(2-chloro-5-(trifluoromethyl)benzoyl)hydrazineylidene)methyl)benzoate